CN1CC(CC1)C1CCNCC1 4-(1-methylpyrrolidin-3-yl)piperidine